[2H]CS1C=2C=CC=CC2SC2=CC=CC=C12 5-(deuteromethyl)5H-thianthrene